2-((1,2,3,4-tetrahydro-1,5-naphthyridin-3-yl)methyl)isoindoline-1,3-dione N1CC(CC2=NC=CC=C12)CN1C(C2=CC=CC=C2C1=O)=O